(R)-4-((1-(3-chlorobenzyl)pyrrolidin-3-yl)amino)-N-methyl-1H-pyrrolo[2,3-b]pyridine-5-carboxamide ClC=1C=C(CN2C[C@@H](CC2)NC2=C3C(=NC=C2C(=O)NC)NC=C3)C=CC1